O(C1=CC=CC=C1)C1=CC=C(C=C1)C1=C(C2=C(C(=N1)C1CCN(CC1)C(C=C)=O)C=CN2)C(=O)N 6-(4-Phenoxyphenyl)-4-(1-acryloylpiperidin-4-yl)-pyrrolo[3,2-c]pyridine-7-carboxamide